Isobutyl (R)-2-(((benzyloxy)carbonyl)amino)-3-(7-methylthieno[3,2-b]pyridine-2-carboxamido)propanoate C(C1=CC=CC=C1)OC(=O)N[C@@H](C(=O)OCC(C)C)CNC(=O)C1=CC2=NC=CC(=C2S1)C